ClC1=CC(=C(C=C1)C1=NC(=CC=2N=C(N(C(C21)=O)C)C)N2CC(OCC2)C=2C=NC(=CC2)C)F 5-(4-chloro-2-fluorophenyl)-2,3-dimethyl-7-(2-(6-methyl-3-pyridyl)-4-morpholinyl)pyrido[4,3-d]pyrimidin-4(3H)-one